((3R,3'R)-3'-hydroxy-1,4-dihydro-1'H,2H-spiro[isoquinoline-3,4'-piperidin]-1'-yl)[8-(methoxymethyl)-6-(trifluoromethyl)imidazo[1,2-a]pyridin-2-yl]methanone O[C@@H]1CN(CC[C@@]12NCC1=CC=CC=C1C2)C(=O)C=2N=C1N(C=C(C=C1COC)C(F)(F)F)C2